4-((4-(Isoindolin-2-ylmethyl)-2-methoxyphenoxy)methyl)-N,N-dimethyl-benzamide C1N(CC2=CC=CC=C12)CC1=CC(=C(OCC2=CC=C(C(=O)N(C)C)C=C2)C=C1)OC